O1C(OCC1)C1=C(C=CC=C1OCC1=CC=C(C=C1)OC)C=1C=C(N(N1)CC)C(=O)O 5-[2-(1,3-dioxolan-2-yl)-3-[(4-methoxyphenyl)methoxy]phenyl]-2-ethylpyrazole-3-carboxylic acid